C(C)N(C1=C(C=NC2=CC=C(C=C12)OC(F)(F)F)S(=O)(=O)C1=CC=C(C=C1)CC)CC N,N-diethyl-3-((4-ethylphenyl)sulfonyl)-6-(trifluoromethoxy)quinolin-4-amine